CC(C(=O)NC1=C(C=C(C=C1)C(F)(F)F)C1=CC=CC=C1)C 2-methyl-N-(5-(trifluoromethyl)-[1,1'-biphenyl]-2-yl)propionamide